Methyl 2-((4-((S)-2-(4-chloro-2-fluorophenyl)-2-methylbenzo[d][1,3]dioxol-4-yl)-3,6-dihydropyridin-1(2H)-yl)methyl)-1-(((S)-oxetan-2-yl)methyl)-1H-benzo[d]imidazole-6-carboxylate ClC1=CC(=C(C=C1)[C@@]1(OC2=C(O1)C=CC=C2C=2CCN(CC2)CC2=NC1=C(N2C[C@H]2OCC2)C=C(C=C1)C(=O)OC)C)F